3-hydroxy-8-[2-methyl-4-[3-(trifluoromethoxy)azetidin-1-yl]anilino]-3,5-dihydro-2H-1,5-benzoxazepin-4-one OC1COC2=C(NC1=O)C=CC(=C2)NC2=C(C=C(C=C2)N2CC(C2)OC(F)(F)F)C